4-(7-(3-Aminopiperidin-1-yl)-3-(3-(2-morpholinoethoxy)phenyl)-3H-imidazo[4,5-b]pyridin-2-yl)-2-fluorobenzonitrile NC1CN(CCC1)C1=C2C(=NC=C1)N(C(=N2)C2=CC(=C(C#N)C=C2)F)C2=CC(=CC=C2)OCCN2CCOCC2